N[C@@H](C(=O)N1CCN(CC1)CC1=C(C=C(C=C1)F)SCC)C1CCN(CC1)CCC1=C(C=CC(=C1)Cl)C1=CC(=CC(=C1)O)Cl (R)-2-amino-2-(1-(2-(3',4-dichloro-5'-hydroxy-[1,1'-biphenyl]-2-yl)ethyl)piperidin-4-yl)-1-(4-(2-(ethylthio)-4-fluorobenzyl)piperazin-1-yl)ethan-1-one